(R)-(2-(4-(8-methoxy-6-methyl-4-oxo-4,5-dihydrothiazolo[5,4-c]quinolin-9-yl)phenyl)propyl)carbamic acid tert-butyl ester C(C)(C)(C)OC(NC[C@H](C)C1=CC=C(C=C1)C=1C=2C3=C(C(NC2C(=CC1OC)C)=O)SC=N3)=O